ClC1=NC(=NN1)O 5-chloro-[1,2,4]triazolol